CC1(C2C(N(C1)C=1OC3=C(C=C(C=C3C(C1)=O)C)C(C)NC1=C(C(=O)O)C=CC=C1)COC2)C 2-[1-[2-(3,3-Dimethyl-3a,4,6,6a-tetrahydro-2H-furo[3,4-b]pyrrol-1-yl)-6-methyl-4-oxo-chromen-8-yl]ethylamino]benzoic acid